(3R,4R)-3-((R)-6-Fluoro-5H-imidazo[5,1-a]isoindol-5-yl)tetrahydro-2H-pyran-4-ol FC1=C2[C@H](N3C(C2=CC=C1)=CN=C3)[C@@H]3COCC[C@H]3O